O=C[C@H](O)[C@@H](O)[C@H](O)[C@H](O)CO.[Ag] silver compound with glucose